1-{3-methoxy-4-{[3-methyl-4-(2,2,2-trifluoroethoxy)pyridin-2-yl]methoxy}benzyl}-1-(4-methylpiperidin-4-yl)-3-(4-trifluoromethoxyphenyl)urea COC=1C=C(CN(C(=O)NC2=CC=C(C=C2)OC(F)(F)F)C2(CCNCC2)C)C=CC1OCC1=NC=CC(=C1C)OCC(F)(F)F